5h,6h,8h-imidazo[2,1-c][1,4]Oxazine-2-carbaldehyde N=1C(=CN2C1COCC2)C=O